1,3-dioxo-2-isoindolineacetic acid O=C1N(C(C2=CC=CC=C12)=O)CC(=O)O